2-(1-((tert-butyldimethylsilyl)oxy)ethyl)-3-fluoro-4-iodopyridine [Si](C)(C)(C(C)(C)C)OC(C)C1=NC=CC(=C1F)I